(S)-N-((S)-7-bromo-3,8-difluoro-chroman-4-ylidene)-2-methylpropane-2-sulfinamide BrC1=CC=C2C([C@@H](COC2=C1F)F)=N[S@@](=O)C(C)(C)C